5-((-)-1-(3-amino-4-fluorophenyl)-3-cyclopropyl-1-((R)-1,1-dimethylethylsulfinylamino)propyl)pyridinecarboxamide NC=1C=C(C=CC1F)C(CCC1CC1)(N[S@](=O)C(C)(C)C)C=1C=CC(=NC1)C(=O)N